FC(OC1=CC=C(C=C1)N1C2=C(C=C(C1=O)C1=CC3=C(N=C4N3CCC4)C=C1)SC(=N2)OCC)F 4-(4-(difluoromethoxy)phenyl)-6-(2,3-dihydro-1H-benzo[d]pyrrolo[1,2-a]imidazole-7-yl)-2-ethoxythiazolo[4,5-b]pyridin-5(4H)-one